C(C)N1C(=[N+](C=C1)C)S(=O)(=O)O 1-ethyl-3-methyl-imidazoliumsulfonic acid